BrC1=C(C=C(C(=C1)[N+](=O)[O-])OC)N1CCC(CC1)N(C)C 1-(2-bromo-5-methoxy-4-nitrophenyl)-N,N-dimethylpiperidin-4-amine